FC1=C(C(=CC=C1)C)N1CCC(CC1)N1C(N(C=2C(C1)=NN(C2)C(C)C)CC2=C(C=CC=C2)C(F)(F)F)=O 6-[1-(2-Fluoro-6-methyl-phenyl)-piperidin-4-yl]-2-isopropyl-4-(2-trifluoromethyl-benzyl)-2,4,6,7-tetrahydro-pyrazolo[4,3-d]pyrimidin-5-on